2-[(2,3,4,5,6-pentafluorophenoxy)-phenoxy-phosphoryl-amino]propionic acid FC1=C(OC2=C(OP(=O)=NC(C(=O)O)C)C=CC=C2)C(=C(C(=C1F)F)F)F